4-(aminomethyl)-2-(trifluoromethyl)phenyl[methyl]-N-propyl-6H-thieno[3,2-b]azepine-7-carboxamide NCC1=CC(=C(C=C1)C1=C(SC2=C1N=CCC(=C2)C(=O)NCCC)C)C(F)(F)F